C(C)(C)(C)OC(=O)N1[C@@H]2C3=C(C[C@H](C1)C2)C(=NC(=N3)SC)O (6S,9S)-4-hydroxy-2-(methylthio)-5,6,7,9-tetrahydro-8H-6,9-methanopyrimido[4,5-c]azepin-8-carboxylic acid tert-butyl ester